C(=O)(O)C=1N=NC(=C(N1)C(=O)O)C(=O)O 3,5,6-tricarboxy-1,2,4-triazine